ClC1=C(C=CC=C1)S(=O)(=O)CC1=CC=C(C=C1)[N+](=O)[O-] 1-chloro-2-((4-nitrobenzyl)sulfonyl)benzene